C12C(CC(C(C1)C=O)C2)C=O exo,exo-2,5-norbornanedicarboxaldehyde